3-(tetramethyl-1,3,2-dioxaborolan-2-yl)-1H-pyrazole CC1(C(OB(O1)C1=NNC=C1)(C)C)C